racemic-1-(2-(4-cyclobutyl-2-hydroxyphenyl)-5-(5-(methylthio)-6-(trifluoromethyl)nicotinoyl)-2,3,4,5,5a,6,8,9-octahydro-7H-1,2,5,7-tetraazabenzo[cd]azulen-7-yl)prop-2-en-1-one C1(CCC1)C1=CC(=C(C=C1)N1N=C2CCN(C[C@H]3C2=C1CCN3C(C3=CN=C(C(=C3)SC)C(F)(F)F)=O)C(C=C)=O)O |r|